BrC=1C=CC(=C(C1)NC1=NC=CC(=N1)C=1C=NC=CC1)C N-(5-bromo-2-methylphenyl)-4-(pyridin-3-yl)pyrimidin-2-amine